(7-chloro-2,3-dihydro-4H-benzo[b][1,4]Oxazin-4-yl)(2,6-diazaspiro[3.3]Heptane-2-yl)methanone 2,2,2-trifluoroacetic acid salt FC(C(=O)O)(F)F.ClC=1C=CC2=C(OCCN2C(=O)N2CC3(C2)CNC3)C1